1-[(2'-cyanobiphenyl-4-yl)methyl]-2-ethoxybenzimidazole-7-carboxylic acid ethyl ester C(C)OC(=O)C1=CC=CC2=C1N(C(=N2)OCC)CC2=CC=C(C=C2)C2=C(C=CC=C2)C#N